NCC(C)C1CN(CC(C1(F)F)C)C1=NC=C(C(=N1)NC=1C=C2C=C(C(N(C2=CC1)C)=O)OCC(=O)NC)Cl 2-((6-((2-(3-(1-aminoprop-2-yl)-4,4-difluoro-5-methylpiperidin-1-yl)-5-chloropyrimidin-4-yl)amino)-1-methyl-2-oxo-1,2-dihydroquinolin-3-yl)oxy)-N-methylacetamide